BrC=1C=C(C=CC1)N1C2=CC=NC=C2C=2C=CN=CC12 9-(3-bromophenyl)-2,6-diazacarbazole